C(CCCCCCCCC)C(C(=O)OCCCCCCOC(N(CCCN(CCCCCCOC(C(CCCCCCCCCC)CCCCCCCCCC)=O)C)CCCN(C)C)=O)CCCCCCCCCC {5-[(2-decyl-1-oxododecyl) oxy] pentyl}-9-[3-(dimethylamino) propyl]-13-methyl-8-oxo-9,13-diaza-7-oxatetradec-1-yl 2-decyldodecanoate